dodecyl(2-methyl-5-(propan-2-ylidene)cyclohexyl)sulfane C(CCCCCCCCCCC)SC1C(CCC(C1)=C(C)C)C